N-(2-(3-Tosylureido)phenyl)-4-tert-butylbenzenesulfonamide S(=O)(=O)(C1=CC=C(C)C=C1)NC(NC1=C(C=CC=C1)NS(=O)(=O)C1=CC=C(C=C1)C(C)(C)C)=O